5-propyl-1-[4-(trifluoromethoxy)phenyl]pyrazol C(CC)C1=CC=NN1C1=CC=C(C=C1)OC(F)(F)F